CC1=C(C=C(C=C1)CN1CCOCC1)NC(C1=CN=C(C=C1)NC1=NC=C(C(=N1)C1=CC=C(C=C1)OC(F)(F)F)SC)=O N-(2-methyl-5-morpholin-4-ylmethyl-phenyl)-6-[5-methylsulfanyl-4-(4-trifluoromethoxy-phenyl)-pyrimidin-2-ylamino]-nicotinamide